N-[5-(5-Cyclopropyl-4H-1,2,4-triazol-3-yl)-4-fluoro-2-methylphenyl]-4-ethoxypyrazolo[1,5-a]pyridine-3-carboxamide C1(CC1)C=1NC(=NN1)C=1C(=CC(=C(C1)NC(=O)C=1C=NN2C1C(=CC=C2)OCC)C)F